C(C)(C)(C)[Si](OCCC1=C(C=CC=C1)B1OC(C(O1)(C)C)(C)C)(C)C tert-butyldimethyl(2-(4,4,5,5-tetramethyl-1,3,2-dioxaborolan-2-yl)phenethoxy)silane